1,3-di-n-butyl-thiourea C(CCC)NC(=S)NCCCC